OC1=CC=C(C=C1)C1(NC(C2=CC=CC=C12)=O)C1=CC=C(C=C1)O 3,3-bis(4-hydroxyphenyl)isoindolin-1-one